BrC(C(=O)OCC)C1=C(C(=CC(=C1)F)C)C1CCC(CC1)OC(F)(F)F ethyl 2-bromo-2-(5-fluoro-3-methyl-2-((1r,4r)-4-(trifluoromethoxy)cyclohexyl)phenyl)acetate